[O-2].[O-2].[O-2].[Ti+4].[Mn+2] manganese titanium trioxide